ethyl 1-(2-(tert-butoxycarbonyl)benzyl)-1H-pyrazole-4-carboxylate C(C)(C)(C)OC(=O)C1=C(CN2N=CC(=C2)C(=O)OCC)C=CC=C1